FC(OC1=C(C=CC(=C1)OC(F)F)C=1C=2N(C(=NN1)N[C@H]1CN(CCC1)CCO)C=CC2)F 2-[(3R)-3-({1-[2,4-bis(difluoromethoxy)phenyl]pyrrolo[1,2-d][1,2,4]triazin-4-yl}amino)piperidin-1-yl]ethan-1-ol